NC1=NN2C(C=C(C=C2)C=2C=CC(=C(C(=O)NCC[C@H](O)C3=CC=C(C=C3)Cl)C2)Cl)=N1 (S)-5-(2-amino-[1,2,4]triazolo[1,5-a]pyridin-7-yl)-2-chloro-N-(3-(4-chlorophenyl)-3-hydroxypropyl)benzamide